C(C)(C)C1=CC=2C=C3C(NC2C=C1)(CCC3)C 7-Isopropyl-3a-methyl-2,3,3a,4-tetrahydro-1H-cyclopenta[b]quinoline